2-(4-hydroxypiperidin-1-yl)acetic acid OC1CCN(CC1)CC(=O)O